C(C)(C)(C)OC(=O)N1C(CC(CC1(C)C)=O)(CC)CC tert-butyl-2,2-diethyl-6,6-dimethyl-4-oxopiperidine-1-carboxylate